FC=1C=C(C[C@@H]2NCCC=3CCCCC23)C=CC1 (S)-1-(3-fluorobenzyl)-1,2,3,4,5,6,7,8-octahydroisoquinoline